CN[C@@H](CC1=CC=C(C=C1)O)C(=S)O methylthiotyrosine